(2S)-2-[[(2S)-3,3-dimethyl-2-[(2,2,2-trifluoroacetyl)amino]butanoyl]amino]-3-(1-fluorocyclopropyl)propanoic acid CC([C@@H](C(=O)N[C@H](C(=O)O)CC1(CC1)F)NC(C(F)(F)F)=O)(C)C